Ethyl 2-(4-((4-ethyl-4-methyl-2,5-dioxo-3-(4-(trifluoromethyl)phenyl) imidazolin-1-yl)methyl)-2,6-dimethylphenoxy)-2-methylpropionate C(C)C1(N(C(N(C1=O)CC1=CC(=C(OC(C(=O)OCC)(C)C)C(=C1)C)C)=O)C1=CC=C(C=C1)C(F)(F)F)C